(E)-(2,6-dichlorostyryl)(imino)(pyridin-2-yl)-lambda6-sulfanone ClC1=C(/C=C/S(=O)(C2=NC=CC=C2)=N)C(=CC=C1)Cl